ClC=1C(=C(C(C#N)=C(C1Cl)O)C#N)O 4,5-dichloro-3,6-dihydroxy-phthalonitrile